1-((3,3-difluorocyclopentyl)methyl)-N-(3-sulfamoylphenyl)-4-(trifluoromethyl)-1H-pyrazole-5-carboxamide FC1(CC(CC1)CN1N=CC(=C1C(=O)NC1=CC(=CC=C1)S(N)(=O)=O)C(F)(F)F)F